2-[(4-ethylpiperazine-1-carbonyl)amino]ethyl 2-methylprop-2-enoate CC(C(=O)OCCNC(=O)N1CCN(CC1)CC)=C